N,11-dimethyl-8-oxa-2,11,16,22,26,30-hexazapentacyclo[18.6.2.13,7.113,17.024,28]triaconta-1(27),3,5,7(30),13,15,17(29),20,22,24(28),25-undecaen-18-yn-23-amine CNC1=NC=C2C#CC=3N=CC=C(CN(CCOC=4C=CC=C(NC=5N=CC1=C2C5)N4)C)C3